C[C@H]1[C@H]([C@H]([C@@H]([C@H](O1)N=[N+]=[N-])OC(=O)C)OC(=O)C)OC(=O)C 2,3,4-Tri-O-acetyl-β-L-fucopyranosyl azide